(R)-methyl 4-bromo-3-(7-(4-chloro-3-(trifluoromethyl) benzoyl)-2-(isopropylamino)-6-methyl-4-oxo-5,6,7,8-tetrahydropyrido[3,4-d]pyrimidin-3(4H)-yl)-1-methyl-1H-pyrazole-5-carboxylate BrC=1C(=NN(C1C(=O)OC)C)N1C(=NC2=C(C1=O)C[C@H](N(C2)C(C2=CC(=C(C=C2)Cl)C(F)(F)F)=O)C)NC(C)C